8-(methylsulfonyl)-2,8-diazaspiro[4.5]decan-1-one CS(=O)(=O)N1CCC2(CCNC2=O)CC1